6H-thieno[2,3-e]indazole citrate C(CC(O)(C(=O)O)CC(=O)O)(=O)O.S1C=CC=2C1=C1C=NNC1=CC2